COC1=CN=CC2=CC=C(C=C12)C=1N=C(SC1)N (4-methoxyisoquinolin-6-yl)thiazol-2-amine